2,3,4,5-tetrafluorophenylborane FC1=C(C=C(C(=C1F)F)F)B